1-(2-bromophenyl)-3-phenylpropan-1-one BrC1=C(C=CC=C1)C(CCC1=CC=CC=C1)=O